1,5-diazabicyclo[3.3.2]decane N12CCCN(CCC1)CC2